1,4-bis[4-(4-maleimidophenoxy)-α,α-dimethyl-benzyl]benzene C1(C=CC(N1C1=CC=C(OC2=CC=C(C(C)(C)C3=CC=C(C=C3)C(C3=CC=C(C=C3)OC3=CC=C(C=C3)N3C(C=CC3=O)=O)(C)C)C=C2)C=C1)=O)=O